ClCC(=O)NNC(=O)C=1C(=NC=CN1)C(C)N(C(OC(C)(C)C)=O)CC1=C(C=C(C=C1)OC)OC tert-butyl (1-(3-(2-(2-chloroacetyl)hydrazine-1-carbonyl)pyrazin-2-yl)ethyl)(2,4-dimethoxybenzyl)carbamate